[Na].[Pd](Cl)Cl palladium (II) chloride sodium